vinylpyrrolidone N,N-dimethylaminoethyl-acrylate CN(C)CCOC(C=C)=O.C(=C)N1C(CCC1)=O